C(C)N1N=NC(=C1)CO[C@H](C(C(=O)O)(C)C)C1=CC(=C(C=C1)C)CN1S(C2=C(C[C@H](C1)C)C=CN=C2)(=O)=O (3S)-((1-ethyl-1H-1,2,3-triazol-4-yl)methoxy)-2,2-dimethyl-3-(4-methyl-3-(((R)-4-methyl-1,1-dioxido-4,5-dihydropyrido[4,3-f][1,2]thiazepin-2(3H)-yl)methyl)phenyl)propanoic acid